C(C1=CC=CC=C1)OC=1C=CC2=C(C(=C(O2)C)C(=O)NC2CC3CCC(C2)N3C)C1 5-(benzyloxy)-2-methyl-N-(8-methyl-8-azabicyclo[3.2.1]oct-3-yl)benzofuran-3-carboxamide